2',5'-diethyl-[1,1':4',1''-terphenyl] C(C)C1=C(C=C(C(=C1)C1=CC=CC=C1)CC)C1=CC=CC=C1